NC(C(=O)N1C(CC=CC1)C=1C=NC2=CC=CC=C2C1)CC1=CC=CC=C1 2-amino-3-phenyl-1-(2-(quinolin-3-yl)-3,6-dihydropyridin-1(2H)-yl)propan-1-one